P(=O)(ON1N=CC(=C1)C=1C2=C(C(=NC1)C1=C(C=C(C(=C1)SC)N)F)C(=NO2)N)(OC)[O-] (4-(3-amino-4-(4-amino-2-fluoro-5-(methylthio) phenyl) isoxazolo[4,5-c]pyridin-7-yl)-1H-pyrazol-1-yl) methyl phosphate